[2-methyl-4-(3,5-dimethylphenyl)-5-methoxy-6-tert-butyl-1H-inden-1-yl][2-methyl-4-(4-tert-butylphenyl)-1,5,6,7-tetrahydro-s-indacen-1-yl]Dimethylsilane CC=1C(C2=CC(=C(C(=C2C1)C1=CC(=CC(=C1)C)C)OC)C(C)(C)C)[Si](C)(C)C1C(=CC2=C(C=3CCCC3C=C12)C1=CC=C(C=C1)C(C)(C)C)C